2-(7-chlorophthalazin-1-yl)acetamide ClC1=CC=C2C=NN=C(C2=C1)CC(=O)N